NC1=NC=C2C(=N1)N(N=C2)CC2=CC=C(C=C2)[N+](=O)[O-] 6-amino-1-(4-nitrobenzyl)-1H-pyrazolo[3,4-d]pyrimidine